5-methoxy-7-[3-(methoxyamino)azetidin-1-yl]4-oxo-1-(1,3-thiazol-2-yl)-1,4-dihydro-1,8-naphthyridine-3-carboxylic acid COC1=C2C(C(=CN(C2=NC(=C1)N1CC(C1)NOC)C=1SC=CN1)C(=O)O)=O